OC1(COC1)C#CC=1C=CC2=C(N(C([C@H](CC2)NC(=O)C2=NC=CC(=C2)OC2=CC=CC=C2)=O)C)C1 (S)-N-(8-((3-hydroxyoxetan-3-yl)ethynyl)-1-methyl-2-oxo-2,3,4,5-tetrahydro-1H-benzo[b]azepin-3-yl)-4-phenoxypyridineamide